[(4-Bromobut-2-yn-1-yl)oxy](tert-butyl)dimethylsilane BrCC#CCO[Si](C)(C)C(C)(C)C